NC1=CC=C(N=N1)C1CCN(CC1)C(=O)C1=NC=C(C(=C1)OC)C1=CC(=C(C=C1)C(F)(F)F)OC [4-(6-Amino-pyridazin-3-yl)-piperidin-1-yl]-[4-methoxy-5-(3-methoxy-4-trifluoromethyl-phenyl)-pyridin-2-yl]-methanone